COC(=O)C1=C(C(=CC=C1)C(=O)OC)C=1OC=CC(C1Cl)=O 2,6-dimethoxycarbonyl-m-chlorophenyl-4-pyrone